3-(4-(2-chloro-3-fluorophenyl)piperidine-1-carbonyl)-1,4,5,7-tetrahydro-6H-pyrazolo[3,4-c]pyridine-6-carboxylic acid tert-butyl ester C(C)(C)(C)OC(=O)N1CC2=C(CC1)C(=NN2)C(=O)N2CCC(CC2)C2=C(C(=CC=C2)F)Cl